CSC=1C=C(C=NC1)SCB(O)O (5-(METHYLTHIO)PYRIDIN-3-YLTHIO)METHYLBORONIC ACID